(S)-4-(Azetidine-1-carbonyl)-azepan N1(CCC1)C(=O)[C@@H]1CCNCCC1